N-(4-(2-fluoro-4-methoxystyryl)thiazol-2-yl)-1-(pyridin-4-ylmethyl)-1H-pyrrole-2-carboxamide FC1=C(C=CC=2N=C(SC2)NC(=O)C=2N(C=CC2)CC2=CC=NC=C2)C=CC(=C1)OC